7-methyl-8-{4-[(1-methylpiperidin-4-yl)oxy]phenyl}-2-(prop-2-yn-1-ylsulfanyl)-3H-pyrazolo[1,5-a][1,3,5]triazin-4-one CC1=NN2C(N=C(NC2=O)SCC#C)=C1C1=CC=C(C=C1)OC1CCN(CC1)C